C(C1=CC=CC=C1)C1=C(OCC(=O)N2CCOCC2)C=CC(=C1)C (2-benzyl-4-methylphenoxy)-1-morpholinoethanone